OC[C@H](C=C)N1C(C2=CC=CC=C2C1=O)=O (S)-2-(1-hydroxybut-3-en-2-yl)isoindoline-1,3-dione